4,4,5,5-tetramethyl-2-{p-[(1-methyl-3-pyrrolidinyl)methoxy]phenyl}-1,3,2-dioxaborolane CC1(OB(OC1(C)C)C1=CC=C(C=C1)OCC1CN(CC1)C)C